2-(4-(2-(2-((6-chlorohexyl)oxy)ethoxy)ethoxy)phenyl)-3-phenylcycloprop-2-en-1-one ClCCCCCCOCCOCCOC1=CC=C(C=C1)C=1C(C1C1=CC=CC=C1)=O